C(CCCCCCC)OC(CCC(=O)OCCCCCCN(CCCNC(OCC[Si](C)(C)C)=O)CCCCCCCC(=O)OCCCCCCCCC)OCCCCCCCC nonyl 11-(6-((4,4-bis(octyloxy)butanoyl)oxy)hexyl)-2,2-dimethyl-6-oxo-5-oxa-7,11-diaza-2-silanonadecan-19-oate